[4-(5-chlorooxazolo[4,5-b]pyridin-2-yl)piperazin-1-yl]-[4-[5-(2,2-dimethylpropyl)-1,2,4-oxadiazol-3-yl]phenyl]methanone ClC1=CC=C2C(=N1)N=C(O2)N2CCN(CC2)C(=O)C2=CC=C(C=C2)C2=NOC(=N2)CC(C)(C)C